(3R)-3-((1H-imidazol-1-yl)methyl)-7-((2S,5R)-4-acryloyl-2,5-dimethylpiperazin-1-yl)-9-chloro-10-(2,4-difluorophenyl)-2,3-dihydro-5H-[1,4]oxazino[2,3,4-ij]quinazolin-5-one N1(C=NC=C1)C[C@@H]1COC=2C(=C(C=C3C(=NC(N1C23)=O)N2[C@H](CN([C@@H](C2)C)C(C=C)=O)C)Cl)C2=C(C=C(C=C2)F)F